(R)-5-methyl-4-(trifluoromethyl)-6-((2-(4-(5-(trifluoromethyl)pyrimidin-2-yl)piperazine-1-carbonyl)morpholino)methyl)pyridazin-3(2H)-one CC1=C(C(NN=C1CN1C[C@@H](OCC1)C(=O)N1CCN(CC1)C1=NC=C(C=N1)C(F)(F)F)=O)C(F)(F)F